NC1=C2C(=NC=N1)N(N=C2C2=CC=C(C=C2)O)CC2=NC1=CC=CC(=C1C(N2CC2=C(C=C(C=C2)OC)F)=O)C#C 2-((4-Amino-3-(4-hydroxyphenyl)-1H-pyrazolo[3,4-d]pyrimidin-1-yl)methyl)-5-ethynyl-3-(2-fluoro-4-methoxybenzyl)quinazolin-4(3H)-one